tert-butyl (5-(2-methoxyethoxy)-2-propionamidopyridin-4-yl)carbamate tert-Butyl-(5-(2-methoxyethoxy)-2-propionamidopyridin-4-yl)carbamate C(C)(C)(C)N(C(O)=O)C1=CC(=NC=C1OCCOC)NC(CC)=O.COCCOC=1C(=CC(=NC1)NC(CC)=O)NC(OC(C)(C)C)=O